8-methyl-7,10-dioxo-8-phenyl-2,6,9-triazaspiro[4.5]decane-2-carbonitrile CC1(C(NC2(CCN(C2)C#N)C(N1)=O)=O)C1=CC=CC=C1